ClC1=C(C(=CC=C1)Cl)N1N=CC(=C1)C=1C(=CC(N(C1)C)=O)OCC 5-(1-(2,6-dichlorophenyl)-1H-pyrazol-4-yl)-4-ethoxy-1-methyl-pyridin-2(1H)-one